C1(=CC=CC=C1)C=1NC(SC1)N/N=C/C=1N=C(C=2N(C3=CC=CC=C3C2C1)CC1=CC=CC=C1)C(C)C 4-phenyl-2-(((E)-(9-benzyl-1-isopropyl-beta-carbolin-3-yl)methylene)hydrazino)-2,3-dihydrothiazole